2-(3-t-butyl-5-(2-(2-ethylhexyloxy)carbonylethyl)-2-hydroxy-phenyl)-2H-benzotriazole C(C)(C)(C)C=1C(=C(C=C(C1)CCC(=O)OCC(CCCC)CC)N1N=C2C(=N1)C=CC=C2)O